CC=1C=C(C=NC1)C=1SC2=C(N1)C=CC(=C2)C(=O)N[C@H]2CCCC1=CC=CC=C21 (S)-2-(5-methyl-pyridin-3-yl)-N-(1,2,3,4-tetrahydro-naphthalen-1-yl)-benzo[d]thiazole-6-carboxamide